FC(N1N=C(C(=C1)C1=NC(=CC=C1C(C)O)N1C=NC2=C1C=CC(=C2)NC=2N=NC(=CC2)C)C)F 1-[2-[1-(difluoromethyl)-3-methyl-pyrazol-4-yl]-6-[5-[(6-methylpyridazin-3-yl)amino]benzimidazol-1-yl]-3-pyridyl]ethanol